bromo(trispyrrolidinyl)phosphonium hexafluorophosphate F[P-](F)(F)(F)(F)F.Br[P+](N1CCCC1)(N1CCCC1)N1CCCC1